N1C=NC2=C1C=C(C=C2)N2C(C(=C(C2C2=C(C(=CC=C2)F)F)C)O)=O 1-(1H-benzo[d]imidazol-6-yl)-5-(2,3-difluorophenyl)-3-hydroxy-4-methyl-1H-pyrrol-2(5H)-one